COC1=CC=C(C=C1)CN(C1=NC2=CC(=NC=C2C=C1C=1C(=CC(=NC1)C(CC)=O)C)Cl)CC1=CC=C(C=C1)OC 1-[5-(2-{bis[(4-methoxyphenyl)methyl]amino}-7-chloro-1,6-naphthyridin-3-yl)-4-methylpyridin-2-yl]propan-1-one